(2S,4R)-N-((4-carbamimidoylthiophen-2-yl)methyl)-4-(methylsulfonyl)-1-((4-phenoxy-benzoyl)glycyl)pyrrolidine-2-carboxamide C(N)(=N)C=1C=C(SC1)CNC(=O)[C@H]1N(C[C@@H](C1)S(=O)(=O)C)C(CNC(C1=CC=C(C=C1)OC1=CC=CC=C1)=O)=O